FC(C1=NN=C(O1)C1=CN=C(S1)CN1C([C@H](CC2=CC=NC=C12)C)=O)F (3S)-1-({5-[5-(difluoromethyl)-1,3,4-oxadiazol-2-yl]-1,3-thiazol-2-yl}methyl)-3-methyl-1,2,3,4-tetrahydro-1,7-naphthyridin-2-one